C(CCCC)C1\C(\CC1)=C/C(=O)[O-].[Na+] sodium (Z)-2-(2-pentylcyclobutylidene)acetate